O1CCC=2C1=CC=CC2C#N 2,3-dihydrobenzofuran-4-nitrile